4-bromo-2-(6-chlorochroman-3-yl)-6-methylisoindolin-1-one BrC1=C2CN(C(C2=CC(=C1)C)=O)C1COC2=CC=C(C=C2C1)Cl